sulfoxypyridine O(S(=O)(=O)O)C1=NC=CC=C1